3-((2R,3R)-2-(3-methylphenyl)-3-nitro-3-phenylpropyl)-5,5-dimethylcyclohex-2-en-1-one CC=1C=C(C=CC1)[C@@H](CC1=CC(CC(C1)(C)C)=O)[C@H](C1=CC=CC=C1)[N+](=O)[O-]